FC1=C(C=C(C(=C1O)F)C(F)(F)F)C1=NN(C2=NC(=NC=C21)N2CCC(CC2)N(C(C)=O)C)C N-(1-(3-(2,4-Difluoro-3-hydroxy-5-(trifluoromethyl)phenyl)-1-methyl-1H-pyrazolo[3,4-d]pyrimidin-6-yl)piperidin-4-yl)-N-methylacetamide